4-amino-7-(1-methylcyclobutyl)-7H-pyrrolo[2,3-d]pyrimidine-5-carboxylic acid NC=1C2=C(N=CN1)N(C=C2C(=O)O)C2(CCC2)C